methyl-benzylphenol CC=1C(=C(C=CC1)O)CC1=CC=CC=C1